[B-]1(N2C(=CC=C2CCC(=O)O)C=C3[N+]1=C(C=C3)C4=CC=CC=C4)(F)F The molecule is a BODIPY dye having a phenyl substituent at the 5-position and a (2-carboxyethyl) substituent at the 3-position. It has a role as a fluorochrome. It is a BODIPY dye and a monocarboxylic acid. It derives from a 4,4-difluoro-4-bora-3a,4a-diaza-s-indacene.